CC(C)CC(C(CC(C)C)(C1=CC=CC=C1)CC)(C1=CC=CC=C1)CC 2,7-dimethyl-4,5-diethyl-4,5-diphenyloctane